(3aR,5s,6aS)-N-[5-(1,3-dimethyl-pyrazol-4-yl)-2-pyridyl]-2-(tetrahydropyran-4-ylmethyl)-3,3a,4,5,6,6a-hexahydro-1H-cyclopenta[c]pyrrol-5-amine CN1N=C(C(=C1)C=1C=CC(=NC1)NC1C[C@@H]2[C@@H](CN(C2)CC2CCOCC2)C1)C